2-(5-fluoropyridin-2-yl)-6,6-dimethyl-3-(pyrazolo[1,5-a]pyridin-5-yl)-6,7-dihydro-4H-pyrazolo[5,1-c][1,4]oxazine FC=1C=CC(=NC1)C1=NN2C(COC(C2)(C)C)=C1C1=CC=2N(C=C1)N=CC2